(3S,4S)-1-(6-(2-hydroxy-4-(trifluoromethyl)phenyl)-5-methyl-1,2,4-triazin-3-yl)-4-methylpyrrolidin-3-ol OC1=C(C=CC(=C1)C(F)(F)F)C1=C(N=C(N=N1)N1C[C@H]([C@H](C1)C)O)C